(S)-2-amino-3-(2-bromo-5-chloropyridin-3-yl)propanoic acid N[C@H](C(=O)O)CC=1C(=NC=C(C1)Cl)Br